6-(methylamino)nicotinic acid methyl ester COC(C1=CN=C(C=C1)NC)=O